The molecule is a cinnamate ester obtained by the formal condensation of the carboxy group of trans-cinnamic acid with the 9-hydroxy group of 7,9-dihydroxy-8,10-dimethyltrideca-2,4-dienamide (the 4R,5S,6R,7R,9E,11Z stereoisomer). It is obtained from the fermentation broth of Bacillus sp.YL-03709B and exhibits antifungal activity. It has a role as a metabolite, an antimicrobial agent and an antifungal agent. It is an enamide, a secondary alcohol, a cinnamate ester and a primary carboxamide. CCC[C@@H](C)[C@@H]([C@H](C)[C@@H](C/C=C/C=C\\C(=O)N)O)OC(=O)/C=C/C1=CC=CC=C1